2-amino-3-(4-(6-methyl-1,2,4,5-tetrazin-3-yl)phenyl)propanoic acid NC(C(=O)O)CC1=CC=C(C=C1)C=1N=NC(=NN1)C